(1R,5S,6S)-6-((3-ethoxy-3-oxo-1-phenylpropyl)amino)-3-azabicyclo[3.1.0]hexane-3-carboxylic acid tert-butyl ester C(C)(C)(C)OC(=O)N1C[C@@H]2C([C@@H]2C1)NC(CC(=O)OCC)C1=CC=CC=C1